FC1(C[C@@H](CC1)N1C(N([C@@H](C1)C#N)C1=CN=CC2=CC=CC=C12)=O)F |o1:3| (S)-1-((R or S)-3,3-difluorocyclopentyl)-3-(isoquinolin-4-yl)-2-oxoimidazolidine-4-carbonitrile